(pyrimidin-4-yl)pyrazole bis-(tripropylsilyl)chromate C(CC)[Si](CCC)(CCC)O[Cr](=O)(=O)O[Si](CCC)(CCC)CCC.N1=CN=C(C=C1)C1=NNC=C1